1-aminopropylphosphonic acid potassium [K].NC(CC)P(O)(O)=O